2-((1,2,3,4-tetrahydroisoquinolin-6-yl)oxy)acetic acid tert-butyl ester C(C)(C)(C)OC(COC=1C=C2CCNCC2=CC1)=O